C(OCCCCCCCCCCC1=CC=C2C3=C1O[C@@H]1[C@]34CCN(C([C@@]4(CCC1=C)O)C2)CC2CC2)([O-])=O (4aS,7aS,12bS)-3-(cyclopropylmethyl)-4a-hydroxy-7-methylene-2,3,4,4a,5,6,7,7a-octahydro-1H-4,12-methanobenzofuro[3,2-e]isoquinolin-9-yldecyl carbonate